6-(4-methyl-3-(trifluoromethoxy)phenyl)-2-azaspiro[3.3]heptane CC1=C(C=C(C=C1)C1CC2(CNC2)C1)OC(F)(F)F